ethoxydimethylsilylenebis(4,5,6,7-tetrahydro-1-indenyl)diethyl-titanium C(C)OC(C([Ti](CC)(C1C=CC=2CCCCC12)C1C=CC=2CCCCC12)(C)C)=[SiH2]